5-methyl-4,5,6,7-tetrahydrothieno[3,2-c]pyridine CN1CC2=C(CC1)SC=C2